1-[5-ethylsulfonyl-6-[1-methyl-6-oxo-5-(2,2,3,3,3-pentafluoropropoxy)pyrimidin-2-yl]-2-pyridyl]-1,3-dimethyl-urea C(C)S(=O)(=O)C=1C=CC(=NC1C=1N(C(C(=CN1)OCC(C(F)(F)F)(F)F)=O)C)N(C(=O)NC)C